ethyl (Z)-2-azido-3-(3-methoxy-2,6-dimethyl-phenyl)prop-2-enoate N(=[N+]=[N-])\C(\C(=O)OCC)=C/C1=C(C(=CC=C1C)OC)C